C1(CCC1)CN1[C@H]([C@H](CC1)NS(=O)(=O)C)CC=1C=C(C=CC1)C1=CC(=CC=C1)C N-((2S,3S)-1-(cyclobutylcarbanyl)-2-((3'-methylbiphenyl-3-yl)methyl)pyrrolidin-3-yl)methanesulfonamide